potassium 2,2-dimethylolbutyrate C(O)C(C(=O)[O-])(CC)CO.[K+]